5-Amino-1,2,3,4-tetrazole potassium salt [K].NC1=NN=NN1